3-(2-(5-methylpyrazin-2-yl)pyridin-4-yl)-5-(trifluoromethyl)-1,2,4-oxadiazole CC=1N=CC(=NC1)C1=NC=CC(=C1)C1=NOC(=N1)C(F)(F)F